FC1(CC1)C1=NC2=CC=C(C=C2C(=N1)N1CCC(CC1)C1=C(C=CC=C1)OCCF)N(C)CCOCCF (2-(1-Fluoro-cyclopropyl)-4-{4-[2-(2-fluoro-ethoxy)-phenyl]-piperidin-1-yl}-quinazolin-6-yl)-[2-(2-fluoro-ethoxy)-ethyl]-methyl-amine